(2R,5S)-2-tert-butyl-3,5-dimethyl-imidazolidin-4-one phosphate P(=O)(O)(O)O.C(C)(C)(C)[C@@H]1N[C@H](C(N1C)=O)C